[(4-Amino-5-benzoylthiazol-2-yl)-[6-(trifluoromethoxy)-3-pyridyl]amino]propanamid NC=1N=C(SC1C(C1=CC=CC=C1)=O)N(C=1C=NC(=CC1)OC(F)(F)F)C(C(=O)N)C